ClC=1C=C(C=NC1N1N=CC=N1)NC(=O)C=1C=NN(C1C(F)(F)F)C1=CN=C(C2=CC=CC=C12)[C@H]1OCC(C1)=O (S)-N-(5-chloro-6-(2H-1,2,3-triazol-2-yl)pyridin-3-yl)-1-(1-(4-oxotetrahydrofuran-2-yl)isoquinolin-4-yl)-5-(trifluoromethyl)-1H-pyrazole-4-carboxamide